2-(3-bromo-2-ethyl-4-oxobenzo[4,5]imidazo[1,2-a]pyrimidin-10(4H)-yl)-N-(4-(trifluoromethyl)phenyl)acetamide BrC1=C(N=C2N(C1=O)C1=C(N2CC(=O)NC2=CC=C(C=C2)C(F)(F)F)C=CC=C1)CC